7-azido-1-cyclopropyl-6-fluoro-8-methoxy-4-oxo-1,4-dihydroquinoline-3-carboxylic acid ethyl ester C(C)OC(=O)C1=CN(C2=C(C(=C(C=C2C1=O)F)N=[N+]=[N-])OC)C1CC1